(R)-5-(4-cyclopropyl-6-methoxypyrimidin-5-yl)-N-(1-(4-(1-isopropyl-4-(trifluoromethyl)-1H-imidazol-2-yl)phenyl)ethyl)-2-methyl-N-(methyl-d3)-2H-pyrazolo[4,3-d]pyrimidin-7-amine C1(CC1)C1=NC=NC(=C1C=1N=C(C=2C(N1)=CN(N2)C)N(C([2H])([2H])[2H])[C@H](C)C2=CC=C(C=C2)C=2N(C=C(N2)C(F)(F)F)C(C)C)OC